CO\N=C\1/CCCC2=CC(=CC(=C12)Cl)OC (E)-8-Chloro-6-methoxy-3,4-dihydronaphthalen-1(2H)-one O-methyl oxime